5-(5-chloroisoindolin-2-yl)-3-isopropyl-7-(1H-pyrazol-4-yl)-N-(3-((tetrahydro-2H-pyran-4-yl)oxy)phenyl)pyrazolo[1,5-a]pyrimidine-2-carboxamide ClC=1C=C2CN(CC2=CC1)C1=NC=2N(C(=C1)C=1C=NNC1)N=C(C2C(C)C)C(=O)NC2=CC(=CC=C2)OC2CCOCC2